N1C(=NC2=C1C=CC=C2)CNC2=NC(=NC=1N2N=CC1C1=C(C=CC=C1)F)N1CCOCC1 N-[(1H-benzimidazol-2-yl)methyl]-8-(2-fluorophenyl)-2-(morpholin-4-yl)pyrazolo[1,5-a][1,3,5]triazin-4-amine